Ethyl (R)-3-hydroxy-7-isopropyl-2-methyl-11-oxo-6,7-dihydro-11H-benzo[f]pyrido[1,2-d][1,4]oxazepine-10-carboxylate OC1=CC2=C(C=3N([C@@H](CO2)C(C)C)C=C(C(C3)=O)C(=O)OCC)C=C1C